tert-butyl 3-(7-bromo-2,8-dichloro-6-iodo-quinazolin-4-yl)-3,8-diazabicyclo[3.2.1]octane-8-carboxylate BrC1=C(C=C2C(=NC(=NC2=C1Cl)Cl)N1CC2CCC(C1)N2C(=O)OC(C)(C)C)I